FC1=CC(=CC=2N(C(=NC21)[C@H]2CN(CC2)C(=O)OC(C)(C)C)C(C)C)B2OC(C(O2)(C)C)(C)C tert-butyl (R)-3-(4-fluoro-1-isopropyl-6-(4,4,5,5-tetramethyl-1,3,2-dioxaborolan-2-yl)-1H-benzo[d]imidazol-2-yl)pyrrolidine-1-carboxylate